[(1S,6R,7S)-3-[3-(6-chloroquinolin-4-yl)-1H-pyrazolo[3,4-b]pyrazin-6-yl]-7-(5-methyl-1,2-oxazol-3-yl)-3-azabicyclo[4.1.0]heptan-7-yl]methanamine ClC=1C=C2C(=CC=NC2=CC1)C1=NNC2=NC(=CN=C21)N2C[C@@H]1[C@]([C@@H]1CC2)(C2=NOC(=C2)C)CN